C1(=CC(=CC=C1)[C@H]1C[C@@H](N(C1)C(=O)OC(C)(C)C)C(=O)O)C1=CC=CC=C1 (2R,4R)-4-([1,1'-biphenyl]-3-yl)-1-(tert-butoxycarbonyl)pyrrolidine-2-carboxylic acid